benzyl-dimethyl-phenyl-ammonium benzoate C(C1=CC=CC=C1)(=O)[O-].C(C1=CC=CC=C1)[N+](C1=CC=CC=C1)(C)C